2-((7-cyano-2-(3'-(5-(2-((R)-3-hydroxypyrrolidin-1-yl)acetyl)-5,6-dihydro-4H-pyrrolo[3,4-d]thiazol-2-yl)-2,2'-dimethylbiphenyl-3-yl)benzo[d]oxazol-5-yl)methyl)-2-azaspiro[3.3]heptane C(#N)C1=CC(=CC=2N=C(OC21)C=2C(=C(C=CC2)C2=C(C(=CC=C2)C=2SC1=C(N2)CN(C1)C(CN1C[C@@H](CC1)O)=O)C)C)CN1CC2(C1)CCC2